NC[C@H](CC1=CC(=CC=C1)F)NC(=O)C=1SC(=C(C1)C=1N(N=CC1Cl)C)Cl N-[(2s)-1-amino-3-(3-fluorophenyl)propan-2-yl]-5-chloro-4-(4-chloro-2-methylpyrazol-3-yl)thiophene-2-carboxamide